C1(CC1)C(=O)N[C@H](C(=O)O)C1=C(C=CC=C1)O (S)-2-(cyclopropanecarboxamido)-2-(2-hydroxyphenyl)acetic acid